2-(4-methylpiperazin-1-yl)butanamide CN1CCN(CC1)C(C(=O)N)CC